[Na+].[Na+].NC=1C=C(C=C2C=C(C=C(C12)S(=O)(=O)[O-])S(=O)(=O)[O-])S(=O)(=O)O 8-aminonaphthalene-1,3,6-trisulfonic acid disodium salt